C1CC12CN(CC2)CC2=CC(=C1CN(C(C1=C2)=O)C2=CC(=CC=C2)C2(CCC2)CC2=NN=CN2C)C(F)(F)F 6-((5-azaspiro[2.4]heptan-5-yl)methyl)-2-(3-(1-((4-methyl-4H-1,2,4-triazol-3-yl)methyl)cyclobutyl)phenyl)-4-(trifluoromethyl)isoindolin-1-one